NC=1C2=C(N=C(N1)Cl)N(C=C2C2=NN(C=C2)C)[C@H]2[C@@H]([C@@H]([C@H](C2)C2=CC(=CC=C2)CN2CCC2)O)O (1R,2S,3R,5R)-3-(4-amino-2-chloro-5-(1-methyl-1H-pyrazol-3-yl)-7H-pyrrolo[2,3-d]pyrimidin-7-yl)-5-(3-(azetidin-1-ylmethyl)phenyl)cyclopentane-1,2-diol